2-Benzoyl-9-methyl-1,5-dihydro-4H-benzo[b]azepine-4-One C(C1=CC=CC=C1)(=O)C1=CC(CC2=C(N1)C(=CC=C2)C)=O